[N+](=[N-])=CC(CC[C@@H](C(=O)OCCNC1CCCC1)NC([C@@H](C)OC)=O)=O 2-(cyclopentylamino)ethyl (S)-6-diazo-2-((R)-2-methoxypropanamido)-5-oxohexanoate